FC(C(=O)O)(F)F.FC(O[C@@H]1C[C@@]2(CCCN2C1)CO)(F)F ((2R,7aS)-2-(trifluoromethoxy)tetrahydro-1H-pyrrolizin-7a(5H)-yl)methanol trifluoroacetic acid salt